tetra-normal butoxysilane C(CCC)O[Si](OCCCC)(OCCCC)OCCCC